C(C=C)OC1=C(C=C(C=C1)CC(=O)NC1=C(C=C(C=C1C)N1CCOCC1)C)Cl 2-(4-Allyloxy-3-chloro-phenyl)-N-(2,6-dimethyl-4-morpholin-4-yl-phenyl)-acetamide